FC1(CC(C1)OC1=C(C=CC(=C1)[N+](=O)[O-])C1=NN(C=N1)C)F 3-(2-(3,3-difluorocyclobutyloxy)-4-nitrophenyl)-1-methyl-1H-1,2,4-triazole